S1C=NC2=C1C(=CC=C2)C(=O)N benzo[d]thiazole-7-carboxamide